(R)-N-(4-(3-((5-bromopyrimidin-2-yl)amino)pyrrolidin-1-yl)-2-(4-methylpiperazin-1-yl)quinazolin-7-yl)-N-methylacrylamide BrC=1C=NC(=NC1)N[C@H]1CN(CC1)C1=NC(=NC2=CC(=CC=C12)N(C(C=C)=O)C)N1CCN(CC1)C